(R)-N-(1-(4-(1-methyl-6-oxo-1,6-dihydropyrimidin-5-yl)phenyl)cyclopropyl)-1-(1-phenylethyl)-1H-1,2,4-triazole-3-carboxamide CN1C=NC=C(C1=O)C1=CC=C(C=C1)C1(CC1)NC(=O)C1=NN(C=N1)[C@H](C)C1=CC=CC=C1